4-(3-fluoro-4-(2-oxotetrahydroimidazol-1-yl)phenoxy)-N-methylpyridine-2-carboxamide FC=1C=C(OC2=CC(=NC=C2)C(=O)NC)C=CC1N1C(NCC1)=O